BrC=1NC(=NN1)C(C(=O)NC1=CC=C(C=C1)C=1C(=NN(C1C)COCC[Si](C)(C)C)C)C1CCC(CC1)(F)F 2-(5-bromo-4H-1,2,4-triazol-3-yl)-2-(4,4-difluorocyclohexyl)-N-[4-[3,5-dimethyl-1-(2-trimethylsilylethoxymethyl)pyrazol-4-yl]phenyl]acetamide